ethyl β-D-galactopyranoside O([C@H]1[C@H](O)[C@@H](O)[C@@H](O)[C@H](O1)CO)CC